lauryl-dimethylaminopropyl-ammonium tosylate S(=O)(=O)([O-])C1=CC=C(C)C=C1.C(CCCCCCCCCCC)[NH2+]CCCN(C)C